N[C@H]1C[C@H](C1)C#N cis-3-aminocyclobutane-1-carbonitrile